C1(CC1)C=1C=C(C=2N(C1)C=C(N2)[C@@H](C)NC2=CC(=NC=N2)NC(=O)[C@@H]2[C@H](C2)C2=NC=CC(=N2)C)N2C(OCC2)=O (1S,2S)-N-(6-(((R)-1-(6-cyclopropyl-8-(2-oxooxazolidin-3-yl)imidazo[1,2-a]pyridin-2-yl)ethyl)amino)pyrimidin-4-yl)-2-(4-methylpyrimidin-2-yl)cyclopropane-1-carboxamide